1,5-diethyl-9,10-bis[2-carboxy(4-methyl-4-cyclohexenyl)]carbonyloxyanthracene C(C)C1=CC=CC2=C(C3=C(C=CC=C3C(=C12)OC(=O)C1C(CC(=CC1)C)C(=O)O)CC)OC(=O)C1C(CC(=CC1)C)C(=O)O